C(=O)(OC(C)(C)C)N[C@@H](CC1=CC(=C(C(=C1)I)O)I)C(=O)O Boc-3,5-diiodo-L-tyrosine